Cyclopropyl({(5R)-3-[3,5-difluoro-4-(4-fluoro-1,1-dioxo-1λ6-thian-4-yl)phenyl]-4,5-dihydro-1,2-oxazol-5-yl}methyl)carbamate C1(CC1)OC(NC[C@H]1CC(=NO1)C1=CC(=C(C(=C1)F)C1(CCS(CC1)(=O)=O)F)F)=O